para-tertiary-amyl-phenol C(C)(C)(CC)C1=CC=C(C=C1)O